9,9-diethoxy-2-acetyloxynonane C(C)OC(CCCCCCC(C)OC(C)=O)OCC